7-(1-cyclopropylethyl)-6-(4-(4-(dimethoxymethyl)piperidin-1-yl)phenyl)-1-fluoro-3-(tetrahydro-2H-pyran-2-yl)-3,8,9,10-tetrahydrocyclohepta[e]indazole C1(CC1)C(C)C1=C(C2=C(C=3C(=NN(C3C=C2)C2OCCCC2)F)CCC1)C1=CC=C(C=C1)N1CCC(CC1)C(OC)OC